[C@H]12N(C[C@H](C=C1)C2)C(=O)OC(C)(C)C (1R,4S)-tert-Butyl 2-azabicyclo[2.2.1]hept-5-ene-2-carboxylate